FC1(OC=2C(=NC=C(C2)C2=C(N(N=C2C(F)(F)F)C2=NN(C=C2)C)N)O1)F 4-(2,2-difluoro-[1,3]dioxolo[4,5-b]pyridin-6-yl)-2-(1-methylpyrazol-3-yl)-5-(trifluoromethyl)pyrazol-3-amine